2-(2-(cyclopropanesulfonamido)thiazol-4-yl)-N-(3-fluoro-4-(pyrazin-2-yl)phenyl)-2-methylpropanamide C1(CC1)S(=O)(=O)NC=1SC=C(N1)C(C(=O)NC1=CC(=C(C=C1)C1=NC=CN=C1)F)(C)C